bis(3-trimethoxysilylpropyl)tetrasulfide CO[Si](CCCSSSSCCC[Si](OC)(OC)OC)(OC)OC